C(C)(C)(C)C1=NOC(=C1)NC(=O)C1=CC=C2CCN(C2=C1)CC=1C=C2C(=NC1)NN=C2C N-(3-(Tert-butyl)isoxazol-5-yl)-1-((3-methyl-1H-pyrazolo[3,4-b]pyridin-5-yl)methyl)indolin-6-carboxamid